2-octylamino-1,4-naphthoquinone C(CCCCCCC)NC=1C(C2=CC=CC=C2C(C1)=O)=O